C(C)(C)(C)OOC1(CCCCC1)OOC(C)(C)C 1,1-di-(tert-butyl-peroxy)cyclohexane